BrC=1C(=C(C=CC1)\C=C(/F)\C=1C=CC(=C(C1)O)CO)C (Z)-5-(2-(3-bromo-2-methylphenyl)-1-fluorovinyl)-2-(hydroxymethyl)phenol